FC=1C=CC2=C(N=C(O2)N(C)C)C1 5-fluoro-N,N-dimethylbenzoxazole-2-amine